C(C1=CC=CC=C1)N1C(C2=CC=C(C=C2C1=O)C(=O)NO)=O benzyl-N-hydroxy-1,3-dioxoisoindoline-5-carboxamide